CN1C(=C2OC[C@@H]3[C@H](NS(C2=C1)(=O)=O)CN(C3)CC(F)(F)F)C(=O)NC3=CC(=C(C(=C3)F)F)F cis-7-Methyl-2-(2,2,2-trifluoroethyl)-N-(3,4,5-trifluorophenyl)-2,3,3a,4,10,10a-hexahydro-1H,7H-dipyrrolo[3,4-b:3',4'-f][1,4,5]oxathiazocin-8-carboxamid-5,5-dioxid